N-acetyloxy-1-[4-(1-methyl-2-methoxyethoxy)-2-methylphenyl]-1-(9-ethyl-6-nitro-9H-carbazol-3-yl)methan-1-imine C(C)(=O)ON=C(C=1C=CC=2N(C3=CC=C(C=C3C2C1)[N+](=O)[O-])CC)C1=C(C=C(C=C1)OC(COC)C)C